C(#N)C1=NC2=CC(=CC(=C2N=C1NCC(=C)C#N)[C@@H](C)NC1=C(C(=O)O)C=CC=C1)C (R)-2-((1-(2-cyano-3-((2-cyanoallyl)-amino)-7-methylquinoxalin-5-yl)-ethyl)-amino)benzoic acid